[Ni].CC1=CC=CC2=CC=CC=C12.CC1=CC=CC2=CC=CC=C12 bis(methylnaphthalene) nickel